methyl 4-amino-5-bromo-2-chloro-benzoate NC1=CC(=C(C(=O)OC)C=C1Br)Cl